C12(CC(C1)C2)N(C(=O)C=2N(C1=C(C=CC=C1C2)Cl)COCC[Si](C)(C)C)CCOC N-[bicyclo[1.1.1]pentan-1-yl]-7-chloro-N-(2-methoxyethyl)-1-[[2-(trimethylsilyl)ethoxy]methyl]indole-2-carboxamide